CN(C1=NC=2N(C3=CC(=CC=C13)C=O)C=NN2)C2=CC=CC=C2 5-(methyl-(phenyl)amino)-[1,2,4]triazolo[4,3-a]quinazoline-8-carbaldehyde